CC([C@@H](C(=O)OC)N(C(=O)N1CCC2(CN(CCN2CCC)C(C=C)=O)CC1)C)C methyl (2S)-3-methyl-2-{methyl[4-(prop-2-enoyl)-1-propyl-1,4,9-triazaspiro[5.5]undecan-9-yl]carbonylamino}butanoate